N-(4-(4-cyanostyryl)thiazol-2-yl)-1-(pyridin-4-ylmethyl)-1H-pyrrole-2-carboxamide C(#N)C1=CC=C(C=CC=2N=C(SC2)NC(=O)C=2N(C=CC2)CC2=CC=NC=C2)C=C1